ammonium fumarate salt C(\C=C\C(=O)[O-])(=O)[O-].[NH4+].[NH4+]